2,2,2-Trifluoroethyl (S)-4-(4-chlorophenyl)-2-(methylamino)butanoate hydrochloride Cl.ClC1=CC=C(C=C1)CC[C@@H](C(=O)OCC(F)(F)F)NC